[Na+].OCCCC(=O)[O-] gamma-hydroxybutyrate sodium salt